2-amino-4-(hydroxymethylphosphino)butanoic acid NC(C(=O)O)CCPCO